OCC1=CC=C(C=C1)C1=CC=C(C=C1)CO 4,4'-dihydroxymethyl-biphenyl